2-{2-[(5-cyclopropyl-4-phenyl-4H-1,2,4-triazol-3-yl)sulfanyl]propanamido}-4H,5H,6H-cyclopenta[b]thiophene-3-carboxamide C1(CC1)C=1N(C(=NN1)SC(C(=O)NC1=C(C2=C(S1)CCC2)C(=O)N)C)C2=CC=CC=C2